(S)-8-(6-((R)-1-(4-(1H-indol-6-yl)-2-(3-methyl-1H-pyrazol-1-yl)phenyl)-2,2,2-trifluoroethoxy)-2-aminopyrimidin-4-yl)-2,8-diazaspiro[4.5]decane-3-carboxylic acid N1C=CC2=CC=C(C=C12)C1=CC(=C(C=C1)[C@H](C(F)(F)F)OC1=CC(=NC(=N1)N)N1CCC2(C[C@H](NC2)C(=O)O)CC1)N1N=C(C=C1)C